ONC(=O)C1=CC2=C(OCC(N2CC2=C(C=CC=C2)OC2=CC=CC=C2)=O)C=C1 N-hydroxy-3-oxo-4-(2-phenoxybenzyl)-3,4-dihydro-2H-benzo[b][1,4]oxazine-6-carboxamide